N'-((1,2,3,6,7,8-hexahydro-as-indacen-4-yl)carbamoyl)-6-(2-hydroxypropan-2-yl)pyridine-3-sulfonimidamide C1CCC2=C(C=C3CCCC3=C12)NC(=O)N=S(=O)(N)C=1C=NC(=CC1)C(C)(C)O